trans-N-(3-(2,6-dimethoxyphenyl)-1-((2-(trimethylsilyl)ethoxy)methyl)-1H-pyrrolo[2,3-b]pyridin-6-yl)-3(R)-fluoro-2-(hydroxymethyl)cyclopropane-1-carboxamide COC1=C(C(=CC=C1)OC)C1=CN(C2=NC(=CC=C21)NC(=O)C2C([C@H]2F)CO)COCC[Si](C)(C)C